C(C)OC=1C=C(C=CC1OCC)NC(=O)NCC1=NC(=NO1)C1=CC(=CC=C1)OC 1-(3,4-diethoxyphenyl)-3-{[3-(3-methoxyphenyl)-1,2,4-oxadiazol-5-yl]methyl}urea